4-isopropyl-N-(2-methoxyethyl)-2,7-naphthyridine C(C)(C)C1=CN(CC2=CN=CC=C12)CCOC